2-(Acetoacetyloxy)ethylmethacrylat C(CC(=O)C)(=O)OCCOC(C(=C)C)=O